C1(CCCC1)C1=NC=C(C(=N1)OC1=CC=C(C=C1)C)C(=O)NC\C=C\S(=O)(=O)C (E)-2-cyclopentyl-N-(3-(methylsulfonyl)allyl)-4-(p-tolyloxy)pyrimidine-5-carboxamide